F[C@H]1C[C@@H](N(C1)C=1C=CC=2N(N1)C(=CN2)C2=NC=CC(=C2)CCO)C2=C(C=CC(=C2)F)OC 2-(2-(6-((2R,4S)-4-fluoro-2-(5-fluoro-2-methoxyphenyl)pyrrolidin-1-yl)imidazo[1,2-b]pyridazin-3-yl)pyridin-4-yl)ethan-1-ol